1'-t-butyl 5'-methyl (5R,5'S)-6-oxo-7,8-dihydrospiro[imidazo[1,2-a]pyrazine-5,3'-pyrrolidine]-1',5'-dicarboxylate O=C1NCC=2N(C=CN2)[C@]12CN([C@@H](C2)C(=O)OC)C(=O)OC(C)(C)C